C(C)(C)(C)OC(=O)N1CCN(CC1)C1=C2N(C=3N(C1=O)N=C(N3)C=3CCOCC3)[C@H](CC2)C(=O)O |r| rac-6-(4-(tert-butoxycarbonyl)piperazin-1-yl)-2-(3,6-dihydro-2H-pyran-4-yl)-5-oxo-5,7,8,9-tetrahydropyrrolo[1,2-c][1,2,4]triazolo[1,5-a]pyrimidine-9-carboxylic acid